trifluoromethanesulfonyl-benzimidazolone FC(S(=O)(=O)C1=CC=CC2=NC(N=C21)=O)(F)F